2-[6-[3-(Difluoromethyl)-4-fluoro-phenyl]pyrazolo[4,3-b]pyridin-1-yl]-1-(3-vinylazetidin-1-yl)ethanone FC(C=1C=C(C=CC1F)C=1C=C2C(=NC1)C=NN2CC(=O)N2CC(C2)C=C)F